C1(CCCCCC1)NC1=NC(=NC=C1C=O)SC 4-(cycloheptylamino)-2-(methylsulfanyl)pyrimidine-5-carbaldehyde